C1(CCC1)NC(C[C@H](CCN(C)C1CCC1)NC(=O)C1=NN(C(=C1)C1=C(C=CC=C1)C(F)(F)F)C1CCCC1)=O (3S)-N-cyclobutyl-5-[cyclobutyl(methyl)amino]-3-({1-cyclopentyl-5-[2-(trifluoromethyl)phenyl]-1H-pyrazol-3-yl}formamido)pentanamide